C(C)(C)(C)OC(=O)N1CC(CC1)(CO)C1=NC(=CC(=C1)C(F)(F)F)Cl 3-[6-chloro-4-(trifluoromethyl)-2-pyridinyl]-3-(hydroxymethyl)pyrrolidine-1-carboxylic acid tert-butyl ester